CSCCC(CCCC)C=1C(=NC(=NC1)N)N (1-(methylthio)hept-3-yl)pyrimidine-2,4-diamine